CN1N=C(C2=CC=C(C=C12)[N+](=O)[O-])C1=CCN(CC1)C(=O)OC(C)(C)C tert-butyl 4-(1-methyl-6-nitro-1H-indazol-3-yl)-5,6-dihydropyridine-1(2H)-carboxylate